COC(C[C@@H](CO)NC(=O)OC(C)(C)C)=O (S)-3-((tert-Butoxycarbonyl)amino)-4-hydroxybutyric acid methyl ester